ClC=1C=CC(=C(C1)C1=CC(N2[C@@H](CC[C@@H]2C1)C=1NC(=C(N1)F)C1=C(C(=NC=C1)[C@@H](C)O)F)=O)N1N=NN=C1 |o1:28| (3S,8aR)-7-(5-chloro-2-(1H-tetrazol-1-yl)phenyl)-3-(4-fluoro-5-(3-fluoro-2-((R*)-1-hydroxyethyl)pyridin-4-yl)-1H-imidazol-2-yl)-2,3,8,8a-tetrahydroindolizin-5(1H)-one